C[C@@H]1CC[C@H]([C@@H](C1)O)C(C)C (1r,2s,5r)-5-methyl-2-propan-2-ylcyclohexan-1-ol